aluminium-chromium-zirconium [Zr].[Cr].[Al]